2-methyl-9,10-bis(acetyloxy)anthracene methyl-2,3-diamino-5-(2-(tert-butoxy)-2-oxoethoxy)benzoate COC(C1=C(C(=CC(=C1)OCC(=O)OC(C)(C)C)N)N)=O.CC1=CC2=C(C3=CC=CC=C3C(=C2C=C1)OC(C)=O)OC(C)=O